FC(C=1C=C(C=C(C1)C(F)(F)F)C1=NN(C=N1)/C=C(/C(=O)O)\C=1C=NN(C1)C)(F)F (E)-3-(3-(3,5-bis(trifluoromethyl)phenyl)-1H-1,2,4-triazol-1-yl)-2-(1-methyl-1H-pyrazol-4-yl)acrylic acid